5-bromo-4-methyl-pyridin-2-amine BrC=1C(=CC(=NC1)N)C